(3R,5S)-3-(3-(4-fluoro-3-(4,4,5,5-tetramethyl-1,3,2-dioxaborolan-2-yl)phenyl)isoxazol-5-yl)-3-hydroxy-1-methyl-5-(trifluoromethyl)pyrrolidin-2-one FC1=C(C=C(C=C1)C1=NOC(=C1)[C@]1(C(N([C@@H](C1)C(F)(F)F)C)=O)O)B1OC(C(O1)(C)C)(C)C